C(C)(C)(C)OC(NC1[C@@H]2CNC[C@H]12)=O (1R,5S,6s)-3-azabicyclo[3.1.0]Hexane-6-ylcarbamic acid tert-butyl ester